FC(C(=O)O)(F)F.ClC1=CC=C(C[C@@H]2N(C[C@@H](OC2)COCC(F)(F)F)C2CCN(CC2)C=2NC(=NN2)N)C=C1 5-(4-((2R,5S)-5-(4-chlorobenzyl)-2-((2,2,2-trifluoroethoxy)methyl)morpholino)-piperidin-1-yl)-4H-1,2,4-triazol-3-amine 2,2,2-trifluoroacetate